4-(methylthio)-2(1H)-pyrimidinone CSC1=NC(NC=C1)=O